[Na].O1CCN(CC1)CC(=O)O morpholinoacetic acid sodium